BrC=1C(=NN2C1CN(CC2)C(=O)[O-])C(=O)OC(C)(C)C tert-butyl 3-bromo-6,7-dihydro-4H-pyrazolo[1,5-a]pyrazine-2,5-dicarboxylate